C1(=CC=CC2=CC=CC=C12)C1=C2C(=C(C(=C(C2=C(C=2C(=C(C(=C(C12)[2H])[2H])[2H])[2H])[2H])[2H])[2H])[2H])C1=CC=CC=2C3=CC=CC=C3C3=CC=C4C(=C3C12)C=CC=C4 naphthyl(benzotriphenylenyl)anthracene-d8